(+)-(2R)-2-amino-3-(3-(2-ethylcyclohexyl)-5-fluorobenzamido)propanoic acid N[C@@H](C(=O)O)CNC(C1=CC(=CC(=C1)F)C1C(CCCC1)CC)=O